ClN1CCC(=CC1)C1=CC=NC=C1F chloro-5'-fluoro-1,2,3,6-tetrahydro-4,4'-bipyridine